1-(5-(bromomethyl)pyrimidin-4-yl)dihydropyrimidine-2,4(1H,3H)-dione BrCC=1C(=NC=NC1)N1C(NC(CC1)=O)=O